2-(1-(3-(2,6-dioxopiperidin-3-yl)-5-fluoro-2-oxo-2,3-dihydrobenzo[d]oxazol-7-yl)piperidin-4-yl)acetaldehyde O=C1NC(CCC1N1C(OC2=C1C=C(C=C2N2CCC(CC2)CC=O)F)=O)=O